BrC=1C=C(C=CC1OC)S 3-bromo-4-methoxy-benzenethiol